COC1=C(C(=CC=C1)OC)N1C(=NN=C1C=1OC(=CC1)C)CC1=C(C=CC(=C1)C)S(=O)(=O)N [4-(2,6-Dimethoxyphenyl)-5-(5-methylfuran-2-yl)-4H-1,2,4-triazol-3-yl]methyl-4-methylbenzenesulfonamide